ClC=1C(=C(C(=O)O)C=CC1Cl)O 3,4-dichloro-2-hydroxybenzoic acid